Cl.C(CCC)N1CC=CC=C1 1-butylpyridine hydrochloride salt